N1=CC=NC2=CC=CC(=C12)C(=O)N quinoxalin-8-carboxamide